C1=C(C=CC2=CC=CC=C12)C1=C(N=CNC1=O)C1=CC=NC=C1 5-(2-naphthyl)-4-(4-pyridyl)pyrimidine-6-one